C(C)(C)C1=C(C=CC=C1)[C@@H]1CN(CCN1)CC1=CC(=C(C=C1)OC1COC1)OC (R)-3-(2-isopropylphenyl)-1-(3-methoxy-4-(oxetan-3-yloxy)benzyl)piperazine